tert-butyl 2-(2-(1-methylcyclopropyl)phenyl)-2-(3-((5-(5,6,7,8-tetrahydro-1,8-naphthyridin-2-yl)pentyl)oxy)azetidin-1-yl)acetate CC1(CC1)C1=C(C=CC=C1)C(C(=O)OC(C)(C)C)N1CC(C1)OCCCCCC1=NC=2NCCCC2C=C1